N-(5-chloro-2-hydroxylphenyl)phenylmethyleneamine ClC=1C=CC(=C(C1)N=CC1=CC=CC=C1)O